1,3,5-tris(4-carboxy[1,1'-biphenyl]-4-yl)benzene C(=O)(O)C1(CC=C(C=C1)C1=CC=CC=C1)C1=CC(=CC(=C1)C1(CC=C(C=C1)C1=CC=CC=C1)C(=O)O)C1(CC=C(C=C1)C1=CC=CC=C1)C(=O)O